COC1(COCC1)C=1C=C(C=NC1)N1C=CC2=C1N=C(N=C2)CC(=O)N (7-(5-(3-methoxytetrahydrofuran-3-yl)pyridin-3-yl)-7H-pyrrolo[2,3-d]pyrimidin-2-yl)acetamide